[Si](C)(C)(C(C)(C)C)OC1(CC1)C=1C=CC(=NC1)COC1=NN=C(S1)N 5-((5-(1-((tert-butyldimethylsilyl)oxy)cyclopropyl)pyridin-2-yl)methoxy)-1,3,4-thiadiazol-2-amine